O=C\1NC2=CC=CC=C2/C1=C\C1=CC=C(C=C1)N1CCN(CC1)C=O 4-[4-[(E)-(2-oxo-1H-indol-3-ylidene)methyl]phenyl]piperazine-1-carbaldehyde